ClC1(CCC(CC1)CN1[C@H]([C@H]([C@@H]([C@H](C1)O)O)O)CO)Cl (2S,3R,4R,5S)-1-((4,4-dichlorocyclohexyl)methyl)-2-(hydroxymethyl)piperidine-3,4,5-triol